C(#C)C=1N(N=C2C1N=CN(C2=O)CC2(CCN(CC2)C(C[C@@H](C)C2=CC=CC=C2)=O)O)C (R)-3-Ethynyl-6-((4-hydroxy-1-(3-phenylbutanoyl)piperidin-4-yl)methyl)-2-methyl-2H-pyrazolo[4,3-d]pyrimidin-7(6H)-one